7-Bromo-3-methoxythieno[2,3-c]pyridine-2-carboxylic acid ethyl ester C(C)OC(=O)C1=C(C=2C(=C(N=CC2)Br)S1)OC